C(C)(C)(C)OC(=O)N(C=1C=CC(=NC1)C1=CCC(CN1)C)C 6-[5-[tert-butoxycarbonyl(methyl)amino]-2-pyridyl]-3-methyl-3,4-dihydro-2H-pyridine